C(C)(C)(C)OC(=O)N1CCC(CC1)(F)C1=NC2=CC=C(C=C2C(N1)=O)Br 4-(6-bromo-4-oxo-3,4-dihydro-quinazolin-2-yl)-4-fluoropiperidine-1-carboxylic acid tert-butyl ester